(S)-1-(4-(4-(3-aminopiperidin-1-yl)-6-((2-(2-fluoro-6-methoxyphenyl)pyrimidin-4-yl)amino)pyridin-3-yl)phenyl)pyrrolidin-2-one hydrochloride Cl.N[C@@H]1CN(CCC1)C1=C(C=NC(=C1)NC1=NC(=NC=C1)C1=C(C=CC=C1OC)F)C1=CC=C(C=C1)N1C(CCC1)=O